tert-butyl (4-(2-(3-(2-bromo-6-methoxypyridin-3-yl)-4-oxo-6-(trifluoromethyl)-3,4-dihydroquinazolin-1(2H)-yl)-5-fluorophenyl) butyl)-carbamate BrC1=NC(=CC=C1N1CN(C2=CC=C(C=C2C1=O)C(F)(F)F)C1=C(C=C(C=C1)F)CCCCNC(OC(C)(C)C)=O)OC